C1(=CC=CC=C1)N1N=C(N=N1)C1=CN=C(S1)NC1=CC(=CC(=N1)N[C@@H]1CN(CCC1)C(C=C)=O)CN1CCCCC1 (S)-1-(3-((6-((5-(2-phenyl-2H-tetrazol-5-yl)thiazol-2-yl)amino)-4-(piperidin-1-ylmethyl)pyridin-2-yl)amino)piperidin-1-yl)prop-2-en-1-one